3-FORMYL-1H-INDOLE-7-CARBOXYLIC ACID C(=O)C1=CNC2=C(C=CC=C12)C(=O)O